C(CCCCCC)OCCNCCCN1CCCC1 N-(2-heptoxyethyl)-3-(pyrrolidinyl)propan-1-amine